dichloro[2-(dichlorosilyl)ethyl]silane Cl[SiH](CC[SiH](Cl)Cl)Cl